CC1=C(C=CC(=C1)C)/C=C/C(C)=O (E)-4-(2,4-dimethylphenyl)but-3-en-2-one